Diethyl (E)-(2-(1-(3,5-bis(trifluoromethyl)benzyl)-1H-pyrrolo[2,3-b]pyridin-3-yl)-1-cyanovinyl)phosphonate FC(C=1C=C(CN2C=C(C=3C2=NC=CC3)/C=C(\C#N)/P(OCC)(OCC)=O)C=C(C1)C(F)(F)F)(F)F